ClC1=NC=C(C#N)C(=C1)NC1CCCCC1 6-chloro-4-(cyclohexylamino)nicotinonitrile